5-ethyl-2-methoxy-N-(4-methoxy-6-(5-(4-propioloyl-1,4-diazepan-1-yl)thiazol-2-yl)benzo[d]isoxazol-3-yl)benzenesulfonamide tert-butyl-trans-3-fluoro-4-hydroxypyrrolidine-1-carboxylate C(C)(C)(C)OC(=O)N1C[C@H]([C@@H](C1)O)F.C(C)C=1C=CC(=C(C1)S(=O)(=O)NC1=NOC2=C1C(=CC(=C2)C=2SC(=CN2)N2CCN(CCC2)C(C#C)=O)OC)OC